CC=1N=C(SC1C=1C=C2C(=NC(C2=CC1)=O)C(F)(F)F)NC(N[C@H](C(=O)N)C)=O (2S)-2-(3-(4-methyl-5-(1-oxo-3-(trifluoromethyl)isoindol-5-yl)thiazol-2-yl)ureido)propionamide